CC1=C(C=C2C(=N1)C(=NN2C)O)Br Methyl-6-bromo-1-methyl-1H-pyrazolo[4,3-b]pyridin-3-ol